(3aR,6aS)-5-(4-fluorophenyl)-2,3,3a,4,6,6a-hexahydro-1H-pyrrolo[3,4-c]pyrrole FC1=CC=C(C=C1)N1C[C@H]2[C@@H](C1)CNC2